C(C)N1N=C(C=C1CN1C=NC2=C1C=C(C=C2)C(=O)[O-])C 1-((1-ethyl-3-methyl-1H-pyrazol-5-yl) methyl)-1H-benzo[d]imidazole-6-carboxylate